ClC=1C=CC(=C(C1)C[C@H](C(=O)O)NC(=O)OCC1C2=CC=CC=C2C=2C=CC=CC12)OC1CC1 (2R)-3-(5-chloro-2-cyclopropoxyphenyl)-2-{[(9H-fluoren-9-ylmethoxy)carbonyl]amino}propanoic acid